FC1=NC(=CC(=C1)C)C1COCC1 2-fluoro-4-methyl-6-(tetrahydrofuran-3-yl)pyridine